4-fluoro-N-(5-((3-methylbutanamido)methyl)naphthalen-1-yl)benzamide FC1=CC=C(C(=O)NC2=CC=CC3=C(C=CC=C23)CNC(CC(C)C)=O)C=C1